OC1(CCN(CC12CCCC2)C(=O)OC(C)(C)C)CN2N(C1=NC(=NC=C1C2=O)SC)C tert-Butyl 10-hydroxy-10-((1-methyl-6-(methylthio)-3-oxo-1,3-dihydro-2H-pyrazolo[3,4-d]pyrimidin-2-yl)methyl)-7-azaspiro[4.5]decane-7-carboxylate